[I-].C(=O)(O)CC[N+]=1C2=C(C(C1C)(CCCS(=O)(=O)O)C)C1=C(S2)C=CC=C1 1-(2-carboxyethyl)-2,3-dimethyl-3-(3-sulfopropyl)-3H-benzo[4,5]thieno[2,3-b]pyrrol-1-ium iodide